FC(CCC=1C2=C(C=NC1)C(=CN2)C#N)(F)F 7-(3,3,3-trifluoropropyl)pyrrolo[3,2-c]pyridine-3-carbonitrile